FC=1C=C(CNCCCCOCCOC2=C3C=NNC3=CC(=C2)C2=CN=NC=C2)C=CC1OC(F)(F)F N-(3-fluoro-4-(trifluoromethoxy)benzyl)-4-(2-((6-(pyridazin-4-yl)-1H-indazol-4-yl)oxy)ethoxy)butan-1-amine